10,10-dipentyloxy-3-pivaloyloxydecane C(CCCC)OC(CCCCCCC(CC)OC(C(C)(C)C)=O)OCCCCC